CSC1=NC=CC(=N1)COC1=CC=C(C=C1)C(C)(C)C1=CC=C(OCCCNC(OC(C)(C)C)=O)C=C1 tert-butyl (3-(4-(2-(4-((2-(methylthio)pyrimidin-4-yl)methoxy)phenyl) propan-2-yl)phenoxy)propyl)carbamate